ClC=1N=C2N(N=CC(=C2CC)NC(=O)NC=2C=NC=C(C2)C#N)C1 N-(2-chloro-8-ethylimidazo[1,2-b]pyridazin-7-yl)-N'-(5-cyanopyridin-3-yl)urea